N-(4-cyclobutyl-1-methyl-5-(4-(trifluoromethoxy)phenyl)-1H-pyrazol-3-yl)-4,4,4-trifluoro-3-(trifluoromethyl)butanamide C1(CCC1)C=1C(=NN(C1C1=CC=C(C=C1)OC(F)(F)F)C)NC(CC(C(F)(F)F)C(F)(F)F)=O